FC(C1=NN=C(O1)C1=CC(=C(CN2C(N(C3=C2C=CC=C3)C3COC3)=O)C=C1)F)F 1-(4-(5-(difluoromethyl)-1,3,4-oxadiazole-2-yl)-2-fluorobenzyl)-3-(oxetan-3-yl)-1,3-dihydro-2H-benzo[d]imidazole-2-one